((3-(4-(7-fluoroquinolin-4-yl)piperazine-1-carbonyl)piperidin-1-yl)sulfonyl)propanoate FC1=CC=C2C(=CC=NC2=C1)N1CCN(CC1)C(=O)C1CN(CCC1)S(=O)(=O)C(C(=O)[O-])C